C(C)(C)(C)C1CC12N(C[C@H]([C@@H]2C#N)C2=CC(=CC=C2)C#N)C(=O)O[C@H](C)C2=CC1=CC=CC=C1C=C2 (R)-1-(naphthalen-2-yl)ethan-1-ol Racemic-tert-butyl-(6R,7S)-7-cyano-6-(3-cyanophenyl)-4-azaspiro[2.4]heptane-4-carboxylate